5-bromo-2-methyl-2H-pyrazolo[3,4-b]pyridin-7-ium-7-olate BrC1=CC=2C([N+](=C1)[O-])=NN(C2)C